C(C)(C)NC1CCC1 3-(Isopropylamino)cyclobutan